FC(C1=C(C(=C(C=C1)[C@@H]1[C@@H](O[C@]([C@H]1C)(C(F)(F)F)C)C(=O)NC1=CC(=NC=C1)C(=O)N)OC)F)F (2R,3R,4S,5R)-4-[[3-[4-(difluoromethyl)-3-fluoro-2-methoxy-phenyl]-4,5-dimethyl-5-(trifluoromethyl)tetrahydrofuran-2-carbonyl]amino]pyridine-2-carboxamide